BrC1=CC=C(C=C1)C1(CC1)/C=C/C(=O)OC(C)(C)C tert-butyl (E)-3-(1-(4-bromophenyl)cyclopropyl)acrylate